4-((2-(1H-pyrazol-4-yl)ethyl)amino)-N-((1-benzoylazetidin-3-yl)methyl)-5,6-dimethylpyrimidine-2-carboxamide N1N=CC(=C1)CCNC1=NC(=NC(=C1C)C)C(=O)NCC1CN(C1)C(C1=CC=CC=C1)=O